1,3-bis(trimethylsilyl)-2-imidazolidinone C[Si](N1C(N(CC1)[Si](C)(C)C)=O)(C)C